1-cyclopentyl-6-((4-methoxy-2-methylphenyl)amino)-3-(2-methoxyethyl)-1,3-dihydro-2H-imidazo[4,5-c]pyridin-2-one C1(CCCC1)N1C(N(C=2C=NC(=CC21)NC2=C(C=C(C=C2)OC)C)CCOC)=O